C(C)(C)(C)OC(=O)N(C(C(=O)OCC1=CC=CC=C1)CC(C)(C)O)C(=O)OC(C)(C)C benzyl 2-(bis(tert-butoxycarbonyl) amino)-4-hydroxy-4-methylpentanoate